C1(CC1)C=1OC2=C(C=C(C=C2C(C1C)=O)C)C(=C)OCCCCO 2-cyclopropyl-8-[1-(4-hydroxybutoxy)vinyl]-3,6-dimethyl-chromen-4-one